C(=O)N([C@@H](CO)[C@H](O)CCCCCCCCCCCCCCC)C=O dimethyl-sphinganine